COC([O-])=O.C(CCCCC)[N+](CCCCCC)(CCCCCC)CCCCCC Tetrahexylammonium methylcarbonat